C1(CC1)C1=NC=NC(=C1C1=NC=C(C(=N1)NCC1=CC(=C(C=C1)N1N=C(C=C1C)C(F)(F)F)F)/C=C/C(=O)OC)OC methyl (E)-3-(4'-cyclopropyl-4-((3-fluoro-4-(5-methyl-3-(trifluoromethyl)-1H-pyrazol-1-yl)benzyl)amino)-6'-methoxy-[2,5'-bipyrimidin]-5-yl)acrylate